5-methyl-N2-(1-methylindazol-5-yl)-N4-(2-oxo-2,3-dihydro-1,3-benzoxazol-5-yl)-2,4-pyrimidinediamine CC=1C(=NC(=NC1)NC=1C=C2C=NN(C2=CC1)C)NC=1C=CC2=C(NC(O2)=O)C1